ClC1=CC(=C(C=2OC3(CCC(CC3)CN(C)C)OC21)C)C(=O)OC methyl 4-chloro-4'-[(dimethylamino) methyl]-7-methylspiro[1,3-benzodioxole-2,1'-cyclohexane]-6-carboxylate